COC1=CC=C(C=C1)C1C=CNN1 5-(4-Methoxyphenyl)Pyrazoline